3-fluoro-5-(1-methoxycyclobutyl)benzoic acid FC=1C=C(C(=O)O)C=C(C1)C1(CCC1)OC